3-(2-(benzyloxy)-2,2-diphenylacetoxy)spiro[bicyclo[3.2.1]octane-8,1'-pyrrolidin]-8-ium trifluoroacetate FC(C(=O)[O-])(F)F.C(C1=CC=CC=C1)OC(C(=O)OC1CC2CCC(C1)[N+]21CCCC1)(C1=CC=CC=C1)C1=CC=CC=C1